[K+].S(=O)(=O)([O-])[O-].[K+] sulfate potassium